3-(2-(aminomethyl)-6-cyclopropylimidazo[1,2-a]pyridin-8-yl)-1-methylazetidin-3-ol NCC=1N=C2N(C=C(C=C2C2(CN(C2)C)O)C2CC2)C1